C(C)(C)(C)OC(C1=C(C=CC=C1)NC(C)C=1C=C(C=C2C(C=C(OC12)C=1C=NC(=NC1)OC)=O)C)=O 2-[1-[2-(2-methoxypyrimidin-5-yl)-6-methyl-4-oxo-chromen-8-yl]ethylamino]benzoic acid tert-butyl ester